CS(=O)(=O)C1=CC=C(C=C1)C(C1CCNCC1)C1=CC=CC=C1 (-)-4-[(4-methylsulfonylphenyl)-phenyl-methyl]Piperidine